L-5-fluorocytidine C1=C(C(=NC(=O)N1[C@@H]2[C@H]([C@H]([C@@H](O2)CO)O)O)N)F